FC1(C[C@H](CC1)NCC1=C2C(=NC(=C1)C#N)C=CN2COCC[Si](C)(C)C)F (S)-7-(((3,3-difluorocyclopentyl)amino)methyl)-1-((2-(trimethylsilyl)ethoxy)methyl)-1H-pyrrolo[3,2-b]pyridine-5-carbonitrile